C(C)(C)(C)OC(/C(=C/C=1OC=CC1)/NC1=NC=C(N=C1CC1=C(C=CC=C1)F)Br)=O (Z)-2-((5-bromo-3-(2-fluorobenzyl)pyrazin-2-yl)amino)-3-(furan-2-yl)acrylic acid tert-butyl ester